3-(((2R,3R,4S,5R,6R)-5-hydroxy-6-(hydroxymethyl)-3-methoxy-4-(4-(3,4,5-trifluorophenyl)-1H-1,2,3-triazol-1-yl)tetrahydro-2H-pyran-2-yl)methyl)-1-oxa-2-azaspiro[4.5]dec-2-en-8-one oxime O[C@@H]1[C@@H]([C@H]([C@H](O[C@@H]1CO)CC1=NOC2(C1)CCC(CC2)=NO)OC)N2N=NC(=C2)C2=CC(=C(C(=C2)F)F)F